C(C=C)(=O)OCCNC(=O)OC1=C(C2=CC=C(C=C2C=C1)F)C1=C(C=CC2=CC=CC=C12)OC(=O)NCCOC(C=C)=O (6-Fluoro-1,1'-binaphthyl-2,2'-diyl)bis(oxycarbonyl-iminoethan-2,1-diyl) bisacrylat